COC(COC=1C(=NC=NC1)C(C)(C)C)=O 2-((4-(tert-butyl)pyrimidin-5-yl)oxy)acetic acid methyl ester